O=C1C(O)=C(O)[C@@H](O1)[C@H](O)CO D-Ascorbic Acid